C(=O)(OC(C)(C)C)NCC=1C=CC(=NC1)Br 5-(N-BOC-aminomethyl)-2-bromopyridine